2-mercapto-1,3,4-thiadiazolecitric acid SC1(SC=NN1)C(C(CC(=O)O)(O)C(=O)O)C(=O)O